1-[(2,4-difluorophenyl)methyl]-N-[rac-(6S)-4-methyl-5-oxo-7,8-dihydro-6H-pyrazolo[1,5-a][1,3]diazepin-6-yl]-1,2,4-triazole-3-carboxamide FC1=C(C=CC(=C1)F)CN1N=C(N=C1)C(=O)N[C@@H]1C(N(C=2N(CC1)N=CC2)C)=O |r|